N-n-pentyl-methacrylamide C(CCCC)NC(C(=C)C)=O